4-chlorobenzyl (4-((6-methylnicotinamido)meth-yl)phenyl)carbamate CC1=NC=C(C(=O)NCC2=CC=C(C=C2)NC(OCC2=CC=C(C=C2)Cl)=O)C=C1